C(C1=CC=CC=C1)OC1=C(C=C(C=C1)CBr)F 1-benzyloxy-4-(bromomethyl)-2-fluoro-benzene